NC1=NC(=C2C(=N1)N(N=C2)CC2=C(C=C(C=C2F)N)F)C2=CC(=NC=C2)C#N 4-(6-amino-1-(4-amino-2,6-difluorobenzyl)-1H-pyrazolo[3,4-d]pyrimidin-4-yl)picolinonitrile